FC(CCCN1C[C@H]([C@@H](CC1)OC1=C2C=CNC2=C(C=C1C)C)C1=CC=C(C(=O)O)C=C1)F 4-((3R,4R)-1-(4,4-difluorobutyl)-4-((5,7-dimethyl-1H-indol-4-yl)oxy)piperidin-3-yl)benzoic acid